N-[1-[5-amino-4-cyano-2-(5-cyano-2-pyridyl)pyrazol-3-yl]ethyl]-N-methyl-3,5-bis(trifluoromethyl)benzamide NC=1C(=C(N(N1)C1=NC=C(C=C1)C#N)C(C)N(C(C1=CC(=CC(=C1)C(F)(F)F)C(F)(F)F)=O)C)C#N